5-chloro-3-methyl-2-[6-[rac-(3aS,7aR)-6-ethyl-3,3a,4,5,7,7a-hexahydro-2H-pyrrolo[2,3-c]pyridin-1-yl]pyridazin-3-yl]phenol ClC=1C=C(C(=C(C1)O)C=1N=NC(=CC1)N1CC[C@H]2[C@@H]1CN(CC2)CC)C |r|